N[C@](C(=O)O)(CO)C (2S)-2-amino-3-hydroxy-2-methyl-propionic acid